CN(C(=S)[C@H]1N(C[C@@H](C1)OCC1=CC(=CC=C1)O)C(=O)OC(C)(C)C)C tert-butyl (2S,4R)-2-(dimethylcarbamothioyl)-4-[(3-hydroxyphenyl)methoxy]pyrrolidine-1-carboxylate